N-(4-(5-(2-(4,4-difluoropiperidin-1-yl)-6-methoxypyridin-4-yl)-1,3,4-oxadiazol-2-yl)-3-(6-azaspiro[2.5]octan-6-yl)phenyl)-1-hydroxypropane-2-sulfonamide FC1(CCN(CC1)C1=NC(=CC(=C1)C1=NN=C(O1)C1=C(C=C(C=C1)NS(=O)(=O)C(CO)C)N1CCC2(CC2)CC1)OC)F